2-{[2-(1H-indol-7-yl)ethyl]amino}acetic acid N1C=CC2=CC=CC(=C12)CCNCC(=O)O